ClC=1C=NC(=NC1)N1CCC(CC1)CCCOC1=CC(=C(C=C1)CC(=O)NC=CC(=O)NC(CO)(CO)CO)F 3-[[2-[4-[3-[1-(5-chloropyrimidin-2-yl)-4-piperidyl]propoxy]-2-fluoro-phenyl]acetyl]amino]-N-[2-hydroxy-1,1-bis(hydroxymethyl)ethyl]propenamide